NC=1C(=C(C=C2C=C(N=CC12)NC=1C=NN(C1)[C@H](C#N)C)C=1C=NC=CC1C)F (2S)-2-(4-(8-amino-7-fluoro-6-(4-methylpyridin-3-yl)isoquinolin-3-ylamino)-1H-pyrazol-1-yl)propionitrile